NC1=NNC(=N1)C(=O)O 3-amino-5-carboxyl-1,2,4-triazole